FC1=C(C=CC=C1F)C=1C=C2CCN(C(C2=CC1)=O)C=1C=CC(=C(C1)NS(=O)(=O)C)O N-(5-(6-(2,3-difluorophenyl)-1-oxo-3,4-dihydroisoquinolin-2(1H)-yl)-2-hydroxyphenyl)methanesulfonamide